NC1=CC(=NC=N1)NC1=CC(=C(NC1=O)C(=O)N)Cl 5-((6-aminopyrimidin-4-yl)amino)-3-chloro-6-oxo-1,6-dihydropyridine-2-carboxamide